C(C)N(CC(CC(C(C)C)N1CC2(C1)CN(CC2)C=2N=CN=NC2OC2=C(C(=O)N(C(C)C)C(C)C)C=C(C=C2)F)O)C 2-((5-(2-((3x-S,5x-S)-6-(ethyl-(methyl)amino)-5-hydroxy-2-methylhexan-3-yl)-2,6-diazaspiro[3.4]oct-6-yl)-1,2,4-triazin-6-yl)oxy)-5-fluoro-N,N-diisopropylbenzamide